CC(C(C=O)C(C(=O)NC)CCCCC(=O)N)(C)C 3,3-dimethyl-1-oxobutan-2-yl-N1-methylheptanediamide